Iso-amyl propionate C(CC)(=O)OCCC(C)C